FC(C(=O)OCC)CCC1=C(C=CC2=CC=CC(=C12)B1OC(C(O1)(C)C)(C)C)F Ethyl 2-fluoro-4-(2-fluoro-8-(4,4,5,5-tetramethyl-1,3,2-dioxaborolan-2-yl)naphthalen-1-yl)butanoate